N-(4-aminocyclohexyl)-4-[[3-(2,3-difluoro-4-methoxy-phenyl)imidazo[1,2-a]pyrazin-8-yl]amino]-2-ethyl-benzamide NC1CCC(CC1)NC(C1=C(C=C(C=C1)NC=1C=2N(C=CN1)C(=CN2)C2=C(C(=C(C=C2)OC)F)F)CC)=O